tert-Butyl (2,4-dioxo-3-azabicyclo[3.2.1]octan-1-yl)carbamate O=C1C2(CCC(C(N1)=O)C2)NC(OC(C)(C)C)=O